(R)-2,2-dimethyl-4-(4-(((trifluoromethyl)sulfonyl)oxy)phenyl)oxazolidine-3-carboxylic acid tert-butyl ester C(C)(C)(C)OC(=O)N1C(OC[C@H]1C1=CC=C(C=C1)OS(=O)(=O)C(F)(F)F)(C)C